DECYLIODIDE C(CCCCCCCCC)I